(1R,4S,12aR)-N-((3,5-difluoropyridin-2-yl)methyl)-7-hydroxy-6,8-dioxo-1,2,3,4,6,8,12,12a-octahydro-1,4-methanodipyrido[1,2-a:1',2'-d]pyrazine-9-carboxamide FC=1C(=NC=C(C1)F)CNC(=O)C=1C(C(=C2N(C[C@@H]3N(C2=O)[C@H]2CC[C@@H]3C2)C1)O)=O